2-(3',4'-dihydrospiro[cyclohexane-1,1'-pyrrolo[2,1-c][1,4]oxazin]-7'-yl)acetic acid ethyl ester C(C)OC(CC=1C=C2C3(OCCN2C1)CCCCC3)=O